O1C(=CC2=C1C=CC=C2)C2=C1N=CC(=NC1=CC(=C2)C)OCC2=CC=CC=C2 5-(benzofuran-2-yl)-2-(benzyloxy)-7-methylquinoxaline